methyl 2-((6-aminopyridin-3-yl)oxy)benzoate NC1=CC=C(C=N1)OC1=C(C(=O)OC)C=CC=C1